C(C)C=1C(NC2=CC(=CC(=C2N1)F)CO)=O 3-ethyl-5-fluoro-7-(hydroxymethyl)-1H-quinoxalin-2-one